The molecule is an organic cation that is adenosine alkylated at position N1 by a tuberculosinyl group. It has a role as a bacterial metabolite. It derives from an adenosine and a tuberculosinol. C[C@H]1CC=C2[C@H]([C@]1(C)CC/C(=C/C[N+]3=C(C4=C(N=C3)N(C=N4)[C@H]5[C@@H]([C@@H]([C@H](O5)CO)O)O)N)/C)CCCC2(C)C